O=C1NC(CCC1NC1=CC(=C(C(=C1)F)N1C[C@@H](N([C@H](C1)C)CC1CCN(CC1)C(=O)OCC1=CC=CC=C1)C)F)=O benzyl 4-[[(2S,6S)-4-[4-[(2,6-dioxo-3-piperidyl)amino]-2,6-difluoro-phenyl]-2,6-dimethyl-piperazin-1-yl]methyl]piperidine-1-carboxylate